C(CCCCCCCCCCCCCCCCCCCCCCC)(=O)O.C(C1=CC=CC=C1)OCC(CO)O D-3-benzyloxy-1,2-propanediol tetracosanate